N[C@@H](C(=O)O)CC1=CNC2=CC=CC(=C12)Cl (R)-2-amino-3-(4-chloro-1H-indol-3-yl)propanoic acid